8-bromo-7-chloro-6-nitro-chroman BrC=1C(=C(C=C2CCCOC12)[N+](=O)[O-])Cl